rac-2'-chloro-3'-fluoro-N-(5-(((1R,3S)-3-hydroxycyclopentyl)oxy)-1,3,4-thiadiazol-2-yl)-5'-methoxy-6-methyl-(4,4'-bipyridine)-3-carboxamide ClC1=NC=C(C(=C1F)C1=C(C=NC(=C1)C)C(=O)NC=1SC(=NN1)O[C@H]1C[C@H](CC1)O)OC |r|